ClC1=C(C=C(C(=C1)Cl)NC(=O)OC1=CC=C(C=C1)Cl)B(O)O [2,4-dichloro-5-[(4-chlorophenoxy)carbonylamino]phenyl]boronic acid